OC(C)C1=CC(=CN2C1=NC(=CC2=O)N2CCOCC2)C(=O)OC methyl 9-(1-hydroxy ethyl)-2-morpholino-4-oxo-pyrido[1,2-a]pyrimidine-7-carboxylate